FC=1N=CC2=CC(=CC=C2C1)B(O)O 3-FLUOROISOQUINOLIN-7-YLBORONIC ACID